[Au].[Fe] Iron-gold